S1C(=NC2=C1C=CC=C2)C([C@H](C[C@H]2C(NCC2)=O)NC([C@H](C2CCCC2)NC(=O)C=2NC1=CC=CC(=C1C2)OC)=O)=O N-{(1S)-2-[((1S)-2-(1,3-benzothiazol-2-yl)-2-oxo-1-{[(3S)-2-oxopyrrolidin-3-yl]methyl}ethyl)amino]-1-cyclopentyl-2-oxoethyl}-4-methoxy-1H-indole-2-carboxamide